2-((3-chloro-2-methylphenyl)amino)-4-hydroxynicotinic acid ClC=1C(=C(C=CC1)NC1=C(C(=O)O)C(=CC=N1)O)C